NC1=CC=C(C=N1)C(C)N1C[C@@H](N(C[C@H]1CC)C=1C=2C(N(C(C1)=O)C)=CN(N2)CC#N)CC 2-(7-((2S,5R)-4-(1-(6-aminopyridin-3-yl)ethyl)-2,5-diethylpiperazin-1-yl)-4-methyl-5-oxo-4,5-dihydro-2H-pyrazolo[4,3-b]pyridin-2-yl)acetonitrile